10-(4-bromophenyl)-4a,10a-dihydro-10H-phenothiazine BrC1=CC=C(C=C1)N1C2=CC=CC=C2SC2C=CC=CC12